N=1N(N=CC1)C[C@H](C)C1CCC2C3CCC4CC(CCC4C3CCC12C)(O)COCC 17-((R)-1-(2H-1,2,3-triazol-2-yl)propan-2-yl)-3-(ethoxymethyl)-13-methylhexadecahydro-1H-cyclopenta[a]phenanthren-3-ol